4,4'-oxobisbenzenesulfonyl chloride O(C1=CC=C(C=C1)S(=O)(=O)Cl)C1=CC=C(C=C1)S(=O)(=O)Cl